C(C)OC(=O)C1NC(C1)=O 4-oxoazetidine-2-carboxylic acid ethyl ester